CC1=NN(C(C12NC1=CC=CC=C1C(=C2)C2=CC=CC=C2)=O)C2=CC=CC=C2 3-Methyl-1,4'-diphenyl-1'H-spiro[pyrazole-4,2'-quinolin]-5(1H)-one